hippurat C(CNC(=O)C1=CC=CC=C1)(=O)[O-]